ClC=1C=C2C(=C3C1NC(NC31CCCCC1)=O)OC(=N2)C(=O)N(CCNC)C 5-chloro-N-methyl-N-[2-(methylamino)ethyl]-7-oxo-7,8-dihydro-6H-spiro[[1,3]oxazolo[5,4-f]quinazoline-9,1'-cyclohexane]-2-carboxamide